ethyl 2-(2-((5-(3-(aminomethyl)phenyl)-7-methoxybenzofuran-3-yl)methoxy)-4-methylphenyl)acetate NCC=1C=C(C=CC1)C=1C=C(C2=C(C(=CO2)COC2=C(C=CC(=C2)C)CC(=O)OCC)C1)OC